(S)-6-(6-(allyloxy)-2,3-dichlorophenyl)-3-(piperidin-4-yl)-6,7-dihydro-5H-pyrrolo[2,1-c][1,2,4]triazole C(C=C)OC1=CC=C(C(=C1[C@@H]1CC2=NN=C(N2C1)C1CCNCC1)Cl)Cl